N-(4-(1,1,1,3,3,3-hexafluoro-2-hydroxypropan-2-yl)phenyl)acetamide FC(C(C(F)(F)F)(O)C1=CC=C(C=C1)NC(C)=O)(F)F